C1(CCCCC1)OC1=CC=C(C=N1)S(=O)(=O)N1[C@@H]([C@@H]2CC[C@H](C1)N2C(=O)OCCOC)C(=O)OCC 2-ethyl 8-(2-methoxy ethyl) (1S,2S,5R)-3-((6-(cyclohexyloxy)pyridin-3-yl)sulfonyl)-3,8-diazabicyclo[3.2.1]octane-2,8-dicarboxylate